ClC1=CC(=CC(=N1)N1C(C2=CC=CC(=C2C1)C(F)(F)F)=O)[C@@H](CC1=NN=CN1C)C 2-{6-chloro-4-[(2R)-1-(4-methyl-1,2,4-triazol-3-yl)propan-2-yl]pyridin-2-yl}-4-(trifluoromethyl)-3H-isoindol-1-one